fluorosulfonic acid potassium salt [K+].FS(=O)(=O)[O-]